CC1=C(C=NC=C1)C1=NCN(C=C1)C=1SC=C(N1)C 4-(4-methylpyridin-3-yl)-N-(4-methylthiazol-2-yl)pyrimidine